FN1SC(C=2C=NC(=CC21)C2=CC(=CC1=CC=CC(=C21)C#C[Si](C(C)C)(C(C)C)C(C)C)OCOC)N2C1CCN(C1C2)C(=O)[O-] 6-(1-fluoro-6-(3-(methoxymethoxy)-8-((triisopropylsilyl)ethynyl)naphthalen-1-yl)isothiazolo[4,3-c]pyridin-3-yl)-2,6-diazabicyclo[3.2.0]heptane-2-carboxylate